P(OC)(Cl)(Cl)=S O-methyl Phosphorodichloridothioate